tert-butyl (1,1,1,7,7-pentafluoro-9-hydroxynonan-4-yl)carbamate FC(CCC(CCC(CCO)(F)F)NC(OC(C)(C)C)=O)(F)F